C(C)OC(=O)C1=C(C=2N(N=C1)C(=C(N2)C)Br)C(C)(C)C 3-bromo-8-tert-butyl-2-methylimidazo[1,2-b]Pyridazine-7-carboxylic acid ethyl ester